CC(CCC/C=C\\C[C@H](/C=C/C=C/C=C\\[C@H](CCCC(=O)O)O)O)O The molecule is a leukotriene that is leukotriene B4 carrying an additional hydroxy substituent at position 19. It has a role as a mouse metabolite and a rat metabolite. It is a leukotriene, a long-chain fatty acid, a triol, a secondary allylic alcohol and a hydroxy polyunsaturated fatty acid. It derives from a leukotriene B4. It is a conjugate acid of a 19-hydroxyleukotriene B4(1-).